CN1C(/C(/C2=CC=CC=C12)=C\1/C(N(C2=CC=CC=C12)C)=O)=O (E)-1,1'-dimethyl-[3,3'-biindolinylidene]-2,2'-dione